5-(2-Fluoro-phenyl)-1H-pyrazole-3-carboxylic acid {2-[4-(2-chloro-phenylamino)-piperidin-1-yl]-2-oxo-ethyl}-amide ClC1=C(C=CC=C1)NC1CCN(CC1)C(CNC(=O)C1=NNC(=C1)C1=C(C=CC=C1)F)=O